N-(5-chloro-2-(3-ethylpiperazin-1-yl)pyrimidin-4-yl)-1H-indazol-5-amine ClC=1C(=NC(=NC1)N1CC(NCC1)CC)NC=1C=C2C=NNC2=CC1